ethyl (3-((6-chloro-4-methoxypyridin-3-yl)carbamoyl)-3-(2-isopropylphenyl)azetidine-1-carbonyl)glycinate ClC1=CC(=C(C=N1)NC(=O)C1(CN(C1)C(=O)NCC(=O)OCC)C1=C(C=CC=C1)C(C)C)OC